(S)-5-((5-(2-methoxy-6-((morpholin-2-ylmethyl)amino)phenyl)-1H-pyrazol-3-yl)amino)pyrazine-2-carbonitrile COC1=C(C(=CC=C1)NC[C@@H]1CNCCO1)C1=CC(=NN1)NC=1N=CC(=NC1)C#N